C(C(C)C)OC=1C(=NN(C(C1)=O)CC(=O)NC12CC(C1)(C2)CC(=O)OC)C(C)C methyl 2-(3-(2-(4-isobutoxy-3-isopropyl-6-oxopyridazin-1(6H)-yl)acetamido)bicyclo[1.1.1]pentan-1-yl)acetate